[Br-].C(CCCCCCC)N1CN(C=C1)C 1-octyl-3-methylimidazole bromide salt